(S)-6-(4-chloro-1-(1-(5-cyclopropylthiophene-2-yl)ethyl)-1H-indazole-7-carboxamido)spiro[3.3]heptane-2-carboxylic acid ClC1=C2C=NN(C2=C(C=C1)C(=O)NC1CC2(CC(C2)C(=O)O)C1)[C@@H](C)C=1SC(=CC1)C1CC1